ClC1=NC(=CC(=C1)C1=C(C(=O)OC)C=C(C=C1)C#N)C Methyl 2-(2-chloro-6-methylpyridin-4-yl)-5-cyanobenzoate